CS(=O)(=O)OC[C@H](C[C@@H](COS(=O)(=O)C)NC(=O)OC(C)(C)C)C [(2S,4S)-4-(tert-butoxycarbonylamino)-2-methyl-5-methylsulfonyloxy-pentyl] methanesulfonate